(2R,6R)-4-{[2-(2-ethylphenoxy)-6-fluorophenyl]methyl}-6-methyl-1-(2-methylpropanoyl)-N-{[4-(pyrimidin-2-yl)phenyl]methyl}piperazine-2-carboxamide C(C)C1=C(OC2=C(C(=CC=C2)F)CN2C[C@@H](N([C@@H](C2)C)C(C(C)C)=O)C(=O)NCC2=CC=C(C=C2)C2=NC=CC=N2)C=CC=C1